O1C=C(C2=C1C=CC=C2)CC=O 2-(1-benzofuran-3-yl)acetaldehyde